(3-cyclopropyl[1,4'-bipiperidine]-1'-yl)(2-{[(1S)-1-(3-fluoropyridin-2-yl)ethyl]amino}-1,3-thiazol-5-yl)methanone C1(CC1)C1CN(CCC1)C1CCN(CC1)C(=O)C1=CN=C(S1)N[C@@H](C)C1=NC=CC=C1F